CC1=CC=C(N=N1)C=1C=CC=C(C1)O 5-(6-methylpyridazin-3-yl)phenol